N[C@H](C(=O)N[C@H](C(=O)NC1=CC=C(C=C1)CO)CCCNC(N)=O)C(C)C (2S)-2-{[(2S)-2-amino-3-methylbutyryl]amino}-5-(carbamoylamino)-N-[4-(hydroxymethyl)phenyl]pentanamide